2-fluoro-5-[(5-fluoro-2,3-dihydro-1,4-benzoxazin-4-yl)methyl]-4-methoxyaniline FC1=C(N)C=C(C(=C1)OC)CN1CCOC2=C1C(=CC=C2)F